C(C)(C)(C)OC(=O)NC[C@@H](C(=O)NC=1C=C2C=CN=C(C2=CC1)[2H])C1=CC=C(COC(C2=C(C=C(C=C2)C)C)=O)C=C1 (S)-4-(3-((tert-butoxycarbonyl)amino)-1-((isoquinolin-6-yl-1-d)amino)-1-oxopropan-2-yl)benzyl-2,4-dimethylbenzoate